4-[5-[(2S)-2-methylazetidin-1-yl]-1-tetrahydropyran-2-yl-pyrazolo[4,3-d]pyrimidin-7-yl]benzamide C[C@@H]1N(CC1)C=1N=C(C2=C(N1)C=NN2C2OCCCC2)C2=CC=C(C(=O)N)C=C2